The molecule is a branched alkane that is pentane carrying one methyl group at positions 2, and two methyl groups at position 3. It has a role as a human metabolite, a bacterial metabolite and a mammalian metabolite. It is an alkane and a volatile organic compound. CCC(C)(C)C(C)C